7-(3,5-dimethylphenyl)-2-azaspiro[3.5]non-6-ene CC=1C=C(C=C(C1)C)C1=CCC2(CNC2)CC1